C(C)(C)(C)OC(=O)N1[C@@H]2C[C@@]2(C[C@H]1COC(C1=CC=CC=C1)=O)C (1r,3s,5r)-3-((benzoyloxy)methyl)-5-methyl-2-azabicyclo[3.1.0]hexane-2-carboxylic acid tert-butyl ester